C(C1=CC=CC=C1)(=O)O[C@@H](COC)C[C@H]([C@H](CC=C)C)S(N)(=O)=O (2R,4R,5S)-1-METHOXY-5-METHYL-4-SULFAMOYLOCT-7-EN-2-YL BENZOATE